2,6-difluoropyridine-4-carboxylic acid FC1=NC(=CC(=C1)C(=O)O)F